Methyl 3,5-dichloro-6-(2-chloro-4-(1-cyanocyclopropyl) phenyl)picolinate ClC=1C(=NC(=C(C1)Cl)C1=C(C=C(C=C1)C1(CC1)C#N)Cl)C(=O)OC